2-(6-bromo-1,3-benzothiazol-2-yl)-4-ethyl-3a,4,7,7a-tetrahydroisoindole-1,3-dione BrC1=CC2=C(N=C(S2)N2C(C3CC=CC(C3C2=O)CC)=O)C=C1